CC1CCC(CC1)C1=C(C=CC=C1O)O 2-(4-Methylcyclohexyl)benzene-1,3-diol